2,4-dihydroxyacetophenone 5-sulfate CC(=O)C1=C(C=C(C=C1)O)OS(=O)(=O)O